(2R,4S)-1-(tert-butoxycarbonyl)-4-((S)-2-((tert-butoxycarbonyl)amino)-3-methylButyrylamino)-2-(4-(4,4,5,5-tetramethyl-1,3,2-dioxaborolan-2-yl)butyl)piperidine-2-carboxylic acid C(C)(C)(C)OC(=O)N1[C@](C[C@H](CC1)NC([C@H](C(C)C)NC(=O)OC(C)(C)C)=O)(C(=O)O)CCCCB1OC(C(O1)(C)C)(C)C